anthranol C1=CC=C2C(=C1)C=C3C=CC=CC3=C2O